C1=C2C=3C(=CNC3C=C1)C=CC=1N2C=CC1 pyrrolo[1',2':1,7]azepino[4,3,2-cd]indol